C(C#C)NC=O 2-propynylformamide